BrC=1C=C(C=C(C1O)Br)C(=O)C1=C(OC2=C1C=CC=C2)CC (3,5-Dibromo-4-hydroxyphenyl)(2-ethyl-1-benzofuran-3-yl)methanone